FC=1C=C(C=C(C1)F)C1=NOC(=N1)[C@H](C)N (1S)-1-[3-(3,5-difluorophenyl)-1,2,4-oxadiazol-5-yl]ethanamine